FC(C(C)(O)C)(C1=C(C(=CC=C1)C(C)NC1=NC(=NC2=CC(=C(C=C12)OCCOC)C(F)(F)F)C)F)F 1,1-Difluoro-1-(2-fluoro-3-(1-((6-(2-methoxyethoxy)-2-methyl-7-(triFluoromethyl)quinazolin-4-yl)amino)ethyl)phenyl)-2-methylpropan-2-ol